C(C=C)(=O)N1CC(CC1)C=1C=C(C=C2C=NC=NC12)C1=CC=C(C(=O)NC2=CC=CC=C2)C=C1 4-(8-(1-acryloylpyrrolidin-3-yl)quinazolin-6-yl)-N-phenylbenzamide